[Na+].NC(CCCN1N=CC(=C1)N1C(=C(C2=CC=C(C(=C12)F)Cl)SC=1C(=C(C(=O)[O-])C=CC1)F)C1CC1)=O 3-((1-(1-(4-amino-4-oxobutyl)-1H-pyrazol-4-yl)-6-chloro-2-cyclopropyl-7-fluoro-1H-indol-3-yl)thio)-2-fluorobenzoic acid sodium salt